tert-butyl (2S,4R)-4-((6-chloropyrazin-2-yl)oxy)-2-methylazepane-1-carboxylate ClC1=CN=CC(=N1)O[C@H]1C[C@@H](N(CCC1)C(=O)OC(C)(C)C)C